2-oxo-5-(4-(2-(2-oxooxazolidin-3-yl)ethoxy)phenyl)-6-(trifluoromethyl)-1,2-dihydropyridine-3-carboxamide O=C1NC(=C(C=C1C(=O)N)C1=CC=C(C=C1)OCCN1C(OCC1)=O)C(F)(F)F